C(C)(C)(C)C1=C(C=CC(=C1)C(C)(C)C)OP(OC1=C(C=C(C=C1)C(C)(C)C)C(C)(C)C)OC1=C(C=C(C=C1)C(C)(C)C)C(C)(C)C (tris[2,4-di-tert-butylphenyl])Phosphite